1-(bis(4-fluorophenyl)methyl)-4-(6-cyano-1-methyl-3-nitro-2-oxo-1,2-dihydro-1,5-naphthyridin-4-yl)piperazine-2-carboxylic acid methyl ester COC(=O)C1N(CCN(C1)C1=C(C(N(C2=CC=C(N=C12)C#N)C)=O)[N+](=O)[O-])C(C1=CC=C(C=C1)F)C1=CC=C(C=C1)F